C(N)(O[C@H]1CN(CC1)C1=CC(=NC=C1)Br)=O (R)-(1-(2-bromopyridin-4-yl) pyrrolidin-3-yl) carbamate